FC1=C2C(=NN(C2=CC=C1)C)NC(C1=CC=CC=C1)=O N-(4-fluoro-1-methyl-1H-indazol-3-yl)benzamide